BrC1=CC=CC(=N1)C(=O)NC=1C=CC(=NC1)C1=NOC(=N1)[C@@H]1CN(CCC1)C(=O)OC(C)(C)C tert-butyl (S)-3-(3-(5-(6-bromopicolinamido)pyridin-2-yl)-1,2,4-oxadiazol-5-yl)piperidine-1-carboxylate